C1(CC1)N(C=1N=CC(=NC1)C1=CC(=C(C(=O)NC)C=C1O)F)[C@@H]1[C@@H]([C@H]2CC[C@@H](C1)N2)F 4-(5-{cyclopropyl[(1R,2R,3S,5S)-2-fluoro-8-azabicyclo[3.2.1]octan-3-yl]amino}pyrazin-2-yl)-2-fluoro-5-hydroxy-N-methylbenzamide